N-(9-octadecenyl)phenylalanine C(CCCCCCCC=CCCCCCCCC)N[C@@H](CC1=CC=CC=C1)C(=O)O